4-bromo-2-fluoro-5-(methoxymethyl)benzoic acid BrC1=CC(=C(C(=O)O)C=C1COC)F